N2-(benzo[d][1,3]dioxol-5-yl)-N4-(4-methoxyphenyl)-5-(trifluoromethyl)pyrimidine-2,4-diamine O1COC2=C1C=CC(=C2)NC2=NC=C(C(=N2)NC2=CC=C(C=C2)OC)C(F)(F)F